(S)-N'-(1-(3,4-dichlorophenyl)-2-(dimethylamino)ethyl)-N-methyl-4-(trifluoromethoxy)benzenesulfonimidamide ClC=1C=C(C=CC1Cl)C(CN(C)C)N=[S@](=O)(NC)C1=CC=C(C=C1)OC(F)(F)F